2-[tert-butoxycarbonyl(methyl)amino]-3-(4-cyanophenyl)propanoic acid C(C)(C)(C)OC(=O)N(C(C(=O)O)CC1=CC=C(C=C1)C#N)C